C1(CC1)N1N=C(C(=C1)OC1=CC(=NC=C1)NC1=CC(=NC=C1)C(C)(C)O)C1=CC=C(C=C1)N1CCOCC1 2-(4-((4-((1-cyclopropyl-3-(4-morpholinophenyl)-1H-pyrazol-4-yl)oxy)pyridin-2-yl)amino)pyridin-2-yl)propan-2-ol